3-(9-(difluoromethyl)-2-(piperidine-1-carbonyl)-1,2,3,4-tetrahydro-[1,4]diazepino[6,7,1-hi]indol-7-yl)-4-(imidazo[1,2-a]pyridin-3-yl)-1H-pyrrole-2,5-dione FC(C=1C=C2C(=CN3C2=C(C1)CN(CC3)C(=O)N3CCCCC3)C=3C(NC(C3C3=CN=C1N3C=CC=C1)=O)=O)F